(E)-methoxytetrahydroquinoline CON1CCCC2=CC=CC=C12